N1=C(N=CC=C1)C=1C(=C(C(=O)N)C=CC1)CN pyrimidin-2-yl-aminomethylbenzamide